P(=O)(O)(O)O.O=CC(O)CO anti-glyceraldehyde phosphate